C(C(C)C)[C@@H]1N(C[C@H]2N(C1)CCC2)C=2N=C(NC(C2Cl)=O)C2=CC(=NC=C2)F 4-[(3s,8as)-3-isobutyl-3,4,6,7,8,8a-hexahydro-1H-pyrrolo[1,2-a]pyrazin-2-yl]-5-chloro-2-(2-fluoro-4-pyridinyl)-1H-pyrimidin-6-one